ClC=1C2=C(N=CN1)N(C=C2I)C2=CC(=CC=C2)F 4-Chloro-7-(3-fluorophenyl)-5-iodo-7H-pyrrolo[2,3-d]pyrimidine